3-Aminopropionic acid methyl ester hydrochloride Cl.COC(CCN)=O